ClC=1C=CC=C2C(=CNC12)C1(CN(C1)C(=O)OC(C)(C)C)O tert-butyl 3-(7-chloro-1H-indol-3-yl)-3-hydroxyazetidine-1-carboxylate